2-[2-[4-[1-methyl-4-(4-pyridyl)pyrazol-3-yl]phenyl]ethynyl]-1,5-naphthyridine CN1N=C(C(=C1)C1=CC=NC=C1)C1=CC=C(C=C1)C#CC1=NC2=CC=CN=C2C=C1